C[Si](OC(C#C)(C)C)(OC(C#C)(C)C)OC(C#C)(C)C methyl-tris(3-methyl-1-butyn-3-yloxy)silane